methyl 5-amino-2-(4-methylpiperazino)benzenecarboxylate NC=1C=CC(=C(C1)C(=O)OC)N1CCN(CC1)C